1-(5-(2-fluoropyridin-3-yl)-1H-indazole-3-carboyl)piperidine-4-carboxamide FC1=NC=CC=C1C=1C=C2C(=NNC2=CC1)C(=O)N1CCC(CC1)C(=O)N